4'-bromo-biphenyl-2-thiol BrC1=CC=C(C=C1)C=1C(=CC=CC1)S